O=C(CC(=S)N1CCN(CC1)C(=O)OC(C)(C)C)CCCC tert-butyl 4-(3-oxoheptanethioyl)piperazine-1-carboxylate